FC=1C=C(N)C=CC1C1=CC2=C(N=CN=C2N2CCOCC2)N1COCC[Si](C)(C)C 3-fluoro-4-[4-(morpholin-4-yl)-7-{[2-(trimethylsilyl)ethoxy]methyl}-7H-pyrrolo[2,3-d]pyrimidin-6-yl]aniline